N-benzyl-N-((2R,3R,4S,5R,6R)-4-(4-(3-fluorophenyl)-1H-1,2,3-triazol-1-yl)-3,5-dihydroxy-6-(hydroxymethyl)tetrahydro-2H-pyran-2-yl)benzamide C(C1=CC=CC=C1)N(C(C1=CC=CC=C1)=O)[C@@H]1O[C@@H]([C@@H]([C@@H]([C@H]1O)N1N=NC(=C1)C1=CC(=CC=C1)F)O)CO